cycloocta-4-en-8-one C1CCC=CCCC1=O